N-(((S)-7-(3-cyano-5-fluorophenoxy)-2,2-difluoro-3-hydroxy-2,3-dihydro-1H-inden-4-yl)(fluoromethyl)(oxo)-λ6-sulfanylidene)cyanamide C(#N)C=1C=C(OC=2C=CC(=C3[C@@H](C(CC23)(F)F)O)S(=NC#N)(=O)CF)C=C(C1)F